N,N'-bis-[3-(p-toluenesulfonyloxy)-4-methyl-phenyl]urea CC1=CC=C(C=C1)S(=O)(=O)OC=1C=C(C=CC1C)NC(=O)NC1=CC(=C(C=C1)C)OS(=O)(=O)C1=CC=C(C)C=C1